5-chloro-2-methoxy-N-(4-methoxyphenyl)benzamide ClC=1C=CC(=C(C(=O)NC2=CC=C(C=C2)OC)C1)OC